[Cl-].[NH2+]1CCC2(CC1)C=C1C=CC=CC1=C2 spiro[inden-2,4'-piperidin-1-ium] chloride